8-fluoro-6-((S)-2-((3aS,5S,6aR)-5-(2-fluorophenoxy)-3a-hydroxyhexahydrocyclopenta[c]pyrrol-2(1H)-yl)-1-hydroxyethyl)-1,4-dihydro-2H-benzo[d][1,3]oxazin-2-one FC1=CC(=CC2=C1NC(OC2)=O)[C@@H](CN2C[C@@H]1[C@](C2)(C[C@H](C1)OC1=C(C=CC=C1)F)O)O